NC1CC(C(CC1)C)N 1,3-diamino-4-methylcyclohexane